C(C)(C)N1CCN(CC1)C1=CC=C(C=C1)C=1C=C(C2=C(N(C(=N2)C2=CC=C(C=C2)S(=O)(=O)C)C)C1)C1CCN(CC1)C1COC1 6-(4-(4-isopropylpiperazin-1-yl)phenyl)-1-methyl-2-(4-(methylsulfonyl)phenyl)-4-(1-(oxetan-3-yl)piperidin-4-yl)-1H-benzo[d]imidazole